BrC=1C=C(C(=C(C1)S(=O)(=O)[O-])O)C(F)(F)F 5-bromo-2-hydroxy-3-(trifluoromethyl)benzenesulfonate